C(C)N1CCC(CC1)C=1C=CC(=C(C1)C=1CCC(CC1)(C)C)NC(=O)C1=NOC(=C1)C N-(5-(1-ethylpiperidin-4-yl)-4',4'-dimethyl-2',3',4',5'-tetrahydro-[1,1'-biphenyl]-2-yl)-5-methylisoxazole-3-carboxamide